FC(C1=NN=C(S1)C1=C(C(=CC=2N(C(NC21)=O)CCF)F)S(=O)(=O)NC2(CC2)C)F [5-(difluoromethyl)-1,3,4-thiadiazol-2-yl]-6-fluoro-1-(2-fluoroethyl)-N-(1-methylcyclopropyl)-2-oxo-benzimidazole-5-sulfonamide